CC1(C2=CC=CC=C2C=2C(=CC=CC12)NC1=CC=2C(CCC(C2C=C1C)(C)C)(C)C)C dimethyl-N-(3,5,5,8,8-pentamethyl-5,6,7,8-tetrahydronaphthalen-2-yl)-9H-fluoren-4-amine